C(C)N1CCN(CC1)C=1C=CC(=NC1)NC1=NC=2C3=C(CCC2C=N1)ON=C3C(C)C N-(5-(4-ethylpiperazin-1-yl)pyridin-2-yl)-9-isopropyl-5,6-dihydroisoxazolo[5,4-H]quinazolin-2-amine